C(C1=CC=CC=C1)N1C[C@](O[C@H](C1)N1C(NC(C(=C1)C)=O)=O)(COC(C1=CC=CC=C1)(C1=CC=C(C=C1)OC)C1=CC=C(C=C1)OC)COP(OCCC#N)N(C(C)C)C(C)C 3-[[(2S,6R)-4-benzyl-2-[[bis(4-methoxyphenyl)-phenyl-methoxy]methyl]-6-(5-methyl-2,4-dioxo-pyrimidin-1-yl)morpholin-2-yl]methoxy-(diisopropylamino)phosphanyl]oxypropanenitrile